1-oxa-8-azaspiro[5.5]undecane-3,5-diol O1CC(CC(C12CNCCC2)O)O